ClC1=CC(=C(C(=O)NC2=CC(N(C=C2)CCl)=O)C=C1)OC1=C(C=C(C=C1)F)C 4-Chloro-N-(1-(chloromethyl)-2-oxo-1,2-dihydropyridin-4-yl)-2-(4-fluoro-2-methylphenoxy)benzamid